(R)-1-(2-chloro-5-fluorophenyl)ethyl (1-methyl-4-(6-methyl-5-(methyl-sulfonamido)pyridin-2-yl)-1H-1,2,3-triazol-5-yl)carbamate CN1N=NC(=C1NC(O[C@H](C)C1=C(C=CC(=C1)F)Cl)=O)C1=NC(=C(C=C1)NS(=O)(=O)C)C